1,5-diphenyl-1H-1,2,4-triazole-3-carboxylic acid C1(=CC=CC=C1)N1N=C(N=C1C1=CC=CC=C1)C(=O)O